C(C)(C)(C)OC(NC1=CC(=CC=C1)C=1OC(=CC1)C=O)=O [3-(5-FORMYL-FURAN-2-YL)-PHENYL]-CARBAMIC ACID TERT-BUTYL ESTER